5-amino-2-[[2-(difluoromethylsulfanyl)phenyl]methyl]-8-(2,6-dimethyl-4-pyridinyl)-7-phenyl-[1,2,4]triazolo[4,3-c]pyrimidin-3-one NC1=NC(=C(C=2N1C(N(N2)CC2=C(C=CC=C2)SC(F)F)=O)C2=CC(=NC(=C2)C)C)C2=CC=CC=C2